C1(CCC1)OC=1C=CC(=NC1)[N+](=O)[O-] 5-cyclobutoxy-2-nitropyridine